Heptanoic acid C(CCCCCC)(=O)O